CN1C2=C(C=3C=CC(=CC13)C=1C=CC(=NC1)OC1CC(C1)OCCCOCCO)C=NC=C2 2-(3-((1r,3r)-3-((5-(5-methyl-5H-pyrido[4,3-b]indol-7-yl)pyridin-2-yl)oxy)cyclobutoxy)propoxy)ethan-1-ol